4-[2-[4-[5-(cyclopropylmethyl)-1-[4-(trifluoromethoxy)phenyl]pyrazol-3-yl]piperazin-1-yl]ethyl]morpholine C1(CC1)CC1=CC(=NN1C1=CC=C(C=C1)OC(F)(F)F)N1CCN(CC1)CCN1CCOCC1